((3R,4S)-1-(6-(((R)-2-amino-2-oxo-1-phenylethyl)thio)-3,5-dicyano-4-ethylpyridin-2-yl)-3-hydroxypiperidin-4-yl)carbamic acid tert-butyl ester C(C)(C)(C)OC(N[C@@H]1[C@@H](CN(CC1)C1=NC(=C(C(=C1C#N)CC)C#N)S[C@@H](C(=O)N)C1=CC=CC=C1)O)=O